CS(=O)(=O)OC[C@@H]1N(CCN(C1)C(=O)[O-])C(=O)OC(C)(C)C tert-butyl (2R)-2-(methylsulfonyloxymethyl)piperazine-1,4-dicarboxylate